(2-{2-[5'-fluoro-1'-methyl-3-(morpholin-4-yl)-[4,6'-biindazol]-1-yl]acetamido}acetamido)acetic acid FC=1C=C2C=NN(C2=CC1C=1C=2C(=NN(C2C=CC1)CC(=O)NCC(=O)NCC(=O)O)N1CCOCC1)C